CN(N=C(C)C)\C=C/C(=O)OCC ethyl (2Z)-3-[1-methyl-2-(propan-2-ylidene)hydrazinyl]prop-2-enoate